CC(CC1=CC=C(C=C1)CN1CC2=C(CNC1=O)C=CC=C2)C 4-[[4-(2-methylpropyl)phenyl]methyl]-1,5-dihydro-2,4-benzodiazepine-3-one